ClC1=NC(=C2N=CN(C2=N1)CCCCC(=O)NO)OCCCCC 5-(2-chloro-6-pentoxy-9H-purin-9-yl)-N-hydroxyvaleramide